(6-hydroxy-10-(1-methyl-1H-pyrazol-3-yl)-[1,2,4]triazolo[5,1-a]isoquinoline-5-carbonyl)glycine OC1=C(N2C(C3=C(C=CC=C13)C1=NN(C=C1)C)=NC=N2)C(=O)NCC(=O)O